ClC1=CC=C(C=C1)C1COC2=C(O1)C=CC=C2C2=CCN(CC2)C(=O)OC(C)(C)C tert-butyl 4-(2-(4-chlorophenyl)-2,3-dihydrobenzo[b][1,4]dioxin-5-yl)-5,6-dihydropyridine-1(2H)-carboxylate